2-chloro-N,N-dimethylhexylamine ClC(CN(C)C)CCCC